8,12-octadecadienoic acid C(CCCCCCC=CCCC=CCCCCC)(=O)O